N1(CCCCC1)C(=O)OC(OCC1=CC=CC=C1)C(C)(C)C tert-butyl-((benzyloxy) methyl) piperidine-1-carboxylate